[Si](C)(C)(C(C)(C)C)OC[C@@H]1[C@H](C[C@@H](O1)N1C=NC=2C(=O)NC(N)=NC12)O 5'-O-(tert-butyldimethylsilyl)-2'-deoxyguanosine